1-(bromomethyl)-2-chloro-4-(difluoromethoxy)benzene BrCC1=C(C=C(C=C1)OC(F)F)Cl